4-(1-(benzofuran-6-ylmethyl)-1H-1,2,3-triazol-4-yl)-7-bromothieno[3,2-d]pyrimidin-2-amine O1C=CC2=C1C=C(C=C2)CN2N=NC(=C2)C=2C1=C(N=C(N2)N)C(=CS1)Br